C(C)(=O)[O-].C1(=CC=CC=C1)P(C1=CC=CC=C1)(C1=CC=CC=C1)=[N+]=P(C1=CC=CC=C1)(C1=CC=CC=C1)C1=CC=CC=C1 bis(triphenylphosphoranylidene)ammonium acetate